FC(C(=O)O)(F)F.C(#N)C1(CC1)NC(CCC(C)(C)F)=O N-(1-cyanocyclopropyl)-4-fluoro-4-methylpentanamide trifluoroacetate